azido-monoamide N(=[N+]=[N-])[NH-]